N-[(E)-[2-(4,4-difluoropiperidin-1-yl)-6-methylpyridin-4-yl]methylene]-2-methylpropan-2-sulfinamide FC1(CCN(CC1)C1=NC(=CC(=C1)\C=N\S(=O)C(C)(C)C)C)F